(S)-2-(3-fluoro-2-methoxy-5-methylphenyl)-2-((R)-3-((5-(5,6,7,8-tetrahydro-1,8-naphthyridin-2-yl)pentyl)oxy)pyrrolidin-1-yl)acetic acid FC=1C(=C(C=C(C1)C)[C@@H](C(=O)O)N1C[C@@H](CC1)OCCCCCC1=NC=2NCCCC2C=C1)OC